1-(4-((4-((2,5-dichlorobenzyl)amino)-7-methoxy-quinazolin-6-yl)oxy)piperidin-1-yl)prop-2-en-1-one ClC1=C(CNC2=NC=NC3=CC(=C(C=C23)OC2CCN(CC2)C(C=C)=O)OC)C=C(C=C1)Cl